B#[Cr] chromium monoboride